C[C@@H](C(=O)[O-])OP(=O)([O-])[O-] The molecule is a triply-charged organophosphate oxoanion arising from deprotonation of the carboxylic acid and phosphate groups of 2-phospho-L-lactic acid; major species at pH 7.3. It is a conjugate base of a 2-phospho-L-lactic acid.